C(CCCCCCC\C=C/C\C=C/CCCCC)NCCCCCCCC\C=C/C\C=C/CCCCC bis((9Z,12Z)-octadeca-9,12-dien-1-yl)amine